C(C)(C)(C)OC(=O)N(C(OC(C)(C)C)=O)C1=NN2C(C=C(C=C2)C2=NC(=CN=C2)C=2C(=NN(C2)[C@H](C)C2=CC=C(C=C2)F)F)=N1 |r| racemic-tert-butyl (tert-butoxycarbonyl)(7-(6-(3-fluoro-1-(1-(4-fluorophenyl)ethyl)-1H-pyrazol-4-yl)pyrazin-2-yl)-[1,2,4]triazolo[1,5-a]pyridin-2-yl)carbamate